C1(CC1)C1=C(C(=NO1)C1=C(C=CC=C1Cl)Cl)COC=1N=CC(=NC1)C1(CC(C1)C1=CC(=CC=C1)SC1=CC=CC=C1)O 1-(5-((5-cyclopropyl-3-(2,6-dichlorophenyl)isoxazol-4-yl)methoxy)pyrazine-2-yl)-3-(3-(phenylthio)phenyl)cyclobutanol